(1-(4-(1H-pyrazol-4-yl)phenyl)piperidin-4-yl)(morpholinyl)methanone N1N=CC(=C1)C1=CC=C(C=C1)N1CCC(CC1)C(=O)N1CCOCC1